ClC1=CC2=C(N(C(CC(N2C2=CC=CC=C2)=O)=O)C)C=C1 7-chloro-1-methyl-5-phenyl-1H-1,5-benzodiazepine-2,4(3H,5H)-dione